C[C@@H]1CNC(C=2N1C1=C(C2)C=CC(=N1)C(=O)NC1=C(C=C(C=C1)N1CCNCC1)S(N)(=O)=O)=O (R)-9-methyl-6-oxo-N-(4-(piperazin-1-yl)-2-sulfamoylphenyl)-6,7,8,9-tetrahydropyrido[3',2':4,5]pyrrolo[1,2-a]pyrazine-2-carboxamide